6-amino-5-chloropyrimidine NC1=C(C=NC=N1)Cl